1-phenyl-3-(4-tert-butylphenyl)-2-propyne-1-one O-methyl oxime CON=C(C#CC1=CC=C(C=C1)C(C)(C)C)C1=CC=CC=C1